(2-((5-fluoro-2,3-dihydro-1H-inden-2-yl)amino)pyrimidin-5-yl)(6-oxa-1-azaspiro[3.3]hept-1-yl)methanone FC=1C=C2CC(CC2=CC1)NC1=NC=C(C=N1)C(=O)N1CCC12COC2